((2S)-pyrrolidin-2-yl)-N-{[2-(2-{[1-(3-fluoro(2-pyridyl))-isopropyl]amino}pyrimidin-5-yl)(1,3-thiazol-5-yl)]methyl}carboxamide N1[C@@H](CCC1)C(=O)NCC1=CN=C(S1)C=1C=NC(=NC1)NC(C)(C)C1=NC=CC=C1F